(R)-2-(3-(5-(3-Hydroxy-1-methyl-2-oxopyrrolidin-3-yl)isoxazol-3-yl)phenyl)-5-(((1-methyl-1H-pyrazol-3-yl)amino)methyl)thiazole-4-carboxamide O[C@@]1(C(N(CC1)C)=O)C1=CC(=NO1)C=1C=C(C=CC1)C=1SC(=C(N1)C(=O)N)CNC1=NN(C=C1)C